ClC=1C=CC(=C(C1)N1CC(N(CC1=O)C(C(=O)O)CC1=CC=C(C=C1)F)=O)N1N=NC(=C1)Cl 2-(4-(5-chloro-2-(4-chloro-1H-1,2,3-triazol-1-yl)phenyl)-2,5-dioxopiperazin-1-yl)-3-(4-fluorophenyl)propanoic acid